N-[4-(4-fluoro-1H-pyrazol-1-yl)-3-sulfamoylphenyl]-2-(2-hydroxyphenyl)acetamide FC=1C=NN(C1)C1=C(C=C(C=C1)NC(CC1=C(C=CC=C1)O)=O)S(N)(=O)=O